tert-butyl-6-(4-((4-([1,2,4]triazolo[1,5-a]pyridin-7-yloxy)-2-fluoro-5-methylphenyl)amino)pyrido[3,2-d]pyrimidin-6-yl)-1,6-diazaspiro[3.3]heptane-1-carboxylate C(C)(C)(C)OC(=O)N1CCC12CN(C2)C=2C=CC=1N=CN=C(C1N2)NC2=C(C=C(C(=C2)C)OC2=CC=1N(C=C2)N=CN1)F